rac-(RS)-2-(2-fluoro-4-methoxyphenyl)-6-methyl-3-(pyridin-4-yl)-4,5,6,7-tetrahydropyrazolo[1,5-a]pyrazine hydrogen chloride Cl.FC1=C(C=CC(=C1)OC)C1=NN2C(CN[C@@H](C2)C)=C1C1=CC=NC=C1 |r|